(Z)-2-(3-cyclopropyl-1,2,4-oxadiazol-5-yl)-3-methylpent-2-enenitrile C1(CC1)C1=NOC(=N1)\C(\C#N)=C(/CC)\C